5-(3-chloroimidazo[1,2-a]pyrimidin-6-yl)-N-(trans-3-methoxycyclobutyl)pyrrolo[2,1-f][1,2,4]triazin-2-amine ClC1=CN=C2N1C=C(C=N2)C=2C=CN1N=C(N=CC12)N[C@@H]1C[C@H](C1)OC